1,3,5-Tri-2-propenyl-1,3,5-triazin-2,4,6(1H,3H,5H)-trion C(C=C)N1C(N(C(N(C1=O)CC=C)=O)CC=C)=O